tosylamine S(=O)(=O)(C1=CC=C(C)C=C1)N